C([C@H]([C@H]([C@@H]([C@@H](C=O)OP(=O)(O)O)O)O)O)O Phosphomannose